1-(4-{8-oxa-3-azabicyclo[3.2.1]octane-3-sulfonyl}phenyl)-3-(pyridin-3-ylmethyl)urea C12CN(CC(CC1)O2)S(=O)(=O)C2=CC=C(C=C2)NC(=O)NCC=2C=NC=CC2